(3R)-3-(1,4-dimethyl-1H-benzotriazol-5-yl)-3-[7-(hydroxymethyl)-2,3-dihydro-1H-inden-5-yl]propionic acid ethyl ester C(C)OC(C[C@H](C=1C=C2CCCC2=C(C1)CO)C1=C(C2=C(N(N=N2)C)C=C1)C)=O